5-(tert-butyl)-3-(quinolin-8-yl)-2,3-dihydrobenzo[d]isothiazole 1,1-dioxide C(C)(C)(C)C=1C=CC2=C(C(NS2(=O)=O)C=2C=CC=C3C=CC=NC23)C1